CN1N=CC(=C1OCCN)C=1C=C2C(=NN(C2=CC1)C1OCCCC1)C=C 2-[2-methyl-4-(1-tetrahydropyran-2-yl-3-vinyl-indazol-5-yl)pyrazol-3-yl]oxyethanamine